1-methylpiperazine-2-carboxylic acid oxetan-3-yl ester O1CC(C1)OC(=O)C1N(CCNC1)C